inosine-5'-triphosphate disodium [Na+].[Na+].P([O-])(=O)(OP(=O)([O-])OP(=O)(O)O)OC[C@@H]1[C@H]([C@H]([C@@H](O1)N1C=NC=2C(O)=NC=NC12)O)O